FC=1C=C(C=CC1C(NC)=O)NC(C(=O)OC1=CC=C(C=C1)[N+](=O)[O-])(C)C 4-nitrophenyl 2-((3-fluoro-4-(methylcarbamoyl) phenyl) amino)-2-methylpropionate